4-[(7-fluoro-2-{[3-(hydroxymethyl)-1H-indazol-6-yl]amino}quinazolin-8-yl)oxy]cyclohexanol FC1=CC=C2C=NC(=NC2=C1OC1CCC(CC1)O)NC1=CC=C2C(=NNC2=C1)CO